(1S,2s)-2-(3-chlorophenyl)-N-(4-(((6-cyclopropyl-8-(methylsulfonyl)imidazo[1,2-a]pyridin-2-yl)methyl)amino)pyridin-2-yl)cyclopropane-1-carboxamide ClC=1C=C(C=CC1)[C@@H]1[C@H](C1)C(=O)NC1=NC=CC(=C1)NCC=1N=C2N(C=C(C=C2S(=O)(=O)C)C2CC2)C1